diphenyl monohexyl phosphate, diphenylphosphate-ammonium salt [NH4+].C1(=CC=CC=C1)OP(=O)(OC1=CC=CC=C1)[O-].P(=O)(OC1=CC=CC=C1)(OC1=CC=CC=C1)OCCCCCC